1,3-di-n-propoxy-1,1,3,3-tetramethyldisiloxane C(CC)O[Si](O[Si](C)(C)OCCC)(C)C